N[C@@H]1C2=CC=CC=C2CC12CCN(CC2)C=2NC(C1=C(N2)NN=C1C(=C)C1=C(C(=NC=C1)C)Cl)=O (S)-6-(1-amino-1,3-dihydro-spiro[inden-2,4'-piperidin]-1'-yl)-3-(1-(3-chloro-2-methylpyridin-4-yl)vinyl)-1H-pyrazolo[3,4-d]pyrimidin-4(5H)-one